ClC1=CC=C(C=C1)C1=C(C=CC=C1)CN1C2CN(C(C1)CC2)C=2C=C1C(N(C(C1=CC2F)=O)C2C(NC(CC2)=O)=O)=O 5-(5-((4'-chloro-[1,1'-biphenyl]-2-yl)methyl)-2,5-diazabicyclo[2.2.2]octane-2-yl)-2-(2,6-dioxopiperidin-3-yl)-6-fluoroisoindoline-1,3-dione